(R)-4-(2,6-Dimethoxyphenyl)-5-(6-ethoxypyridin-2-yl)-N-((2-phenylpropyl)sulfonyl)-4H-1,2,4-triazole-3-carboxamide COC1=C(C(=CC=C1)OC)N1C(=NN=C1C1=NC(=CC=C1)OCC)C(=O)NS(=O)(=O)C[C@H](C)C1=CC=CC=C1